2-((4-(7-((1-((6-acryloyl-2,6-diazaspiro[3.3]heptan-2-yl)sulfonyl)piperidin-4-yl)methyl)-2,7-diazaspiro[3.5]nonan-2-yl)pyrimidin-5-yl)oxy)-5-fluoro-N,N-diisopropylbenzamide C(C=C)(=O)N1CC2(CN(C2)S(=O)(=O)N2CCC(CC2)CN2CCC3(CN(C3)C3=NC=NC=C3OC3=C(C(=O)N(C(C)C)C(C)C)C=C(C=C3)F)CC2)C1